3,4-dichlorobenzohydrazide ClC=1C=C(C(=O)NN)C=CC1Cl